O1C2(OCC1)C[C@@H]1N(C3=C(OC1)C=C(C(=C3)C(=O)OC)C(=O)OC)CC2 dimethyl (S)-6a,7,9,10-tetrahydro-6H-spiro[benzo[b]pyrido[1,2-d][1,4]oxazine-8,2'-[1,3]dioxolane]-2,3-dicarboxylate